BrC=1C=C(C=CC1)C1=NC2=CC=CC=C2C(=C1)SCCCCOC(=O)C=1C(OC2=CC=CC=C2C1)=O.NC1=NC=2C=CC=CC2C2=C1N=C(N2CCCCNC(=O)C2=NC1=CC=CC=C1N=C2)CCOC N-{4-[4-amino-2-(2-methoxyethyl)-1H-imidazo[4,5-c]quinolin-1-yl]butyl}quinoxaline-2-carboxamide 4-((2-(3-bromophenyl)quinolin-4-yl)thio)butyl-2-oxo-2H-chromene-3-carboxylate